BrC1=NN(C(=N1)C(C)O)C 1-(3-bromo-1-methyl-1H-1,2,4-triazol-5-yl)ethanol